ClC1=C2C=C(N(C2=CC=C1OC)C)C(=O)NC1(COC1)C1=CC=C(C=C1)[C@H](C(=O)O)C1CCC(CC1)O |r| (±)-2-[4-[3-[(4-Chloro-5-methoxy-1-methyl-indole-2-carbonyl)amino]oxetan-3-yl]phenyl]-2-(4-hydroxycyclohexyl)acetic acid